CC1=NN(C(=C1N1C(C(=NC(=C1)C1=C2C(=NC=C1)NC=C2)N2[C@@H](COCC2)C)=O)C)C2CCNCC2 (R)-1-(3,5-dimethyl-1-(piperidin-4-yl)-1H-pyrazol-4-yl)-3-(3-methylmorpholino)-5-(1H-pyrrolo[2,3-b]pyridin-4-yl)pyrazin-2(1H)-one